dimethyl-acryloxypropyl-methyl-chlorosilane Ethyl-3-((2S,4S)-4-(((R)-2,3-Dihydro-1H-Inden-1-Yl)Amino)-5-Oxo-1-(4-(Trifluoromethyl)Phenyl)Pyrrolidin-2-Yl)Benzoate C(C)OC(C1=CC(=CC=C1)[C@H]1N(C([C@H](C1)N[C@@H]1CCC2=CC=CC=C12)=O)C1=CC=C(C=C1)C(F)(F)F)=O.CC([SiH](Cl)CCCOC(C=C)=O)C